FC(CC(C=1SC=CC1)C1=C(NC2=CC=CC=C12)C1=CC=C(C=C1)B(O)O)(F)F (4-(3-(3,3,3-trifluoro-1-(thiophen-2-yl)propyl)-1H-indol-2-yl)phenyl)boronic acid